FC(CO)(F)C1=NN(C(=C1C)NC(=O)N[C@@H]1CN(C[C@H]1C1=CC(=CC(=C1)F)F)CCOC)C1=CC=CC=C1 1-(3-(1,1-difluoro-2-hydroxyethyl)-4-methyl-1-phenyl-1H-pyrazol-5-yl)-3-((3s,4r)-4-(3,5-difluorophenyl)-1-(2-methoxyethyl)pyrrolidin-3-yl)urea